(1R,3S)-3-(3-(7-formyl-6-hydroxy-2,3-dihydrobenzo-furan-2-carboxamido)-1H-pyrazol-5-yl)cyclopentyl isopropylcarbamate C(C)(C)NC(O[C@H]1C[C@H](CC1)C1=CC(=NN1)NC(=O)C1OC2=C(C1)C=CC(=C2C=O)O)=O